ClC=1C=C(C=C2C=NN(C12)C=1C=C(C(=C(C1)O)F)F)N1CCN(CC1)S(=O)(=O)C 5-(7-Chloro-5-(4-(methylsulfonyl)piperazin-1-yl)-1H-indazol-1-yl)-2,3-difluorophenol